C(CCCCCCCCCCC)(=O)O.C(C(C)O)O propylenglycol monolaurate